O=C1N(CC2=CC(=CC=C12)C(=O)N1CC2(CNC2)CC1)C1C(NC(CC1)=O)=O 3-(1-oxo-5-(2,6-diazaspiro[3.4]octane-6-carbonyl)isoindolin-2-yl)piperidine-2,6-dione